N1(N=CC=C1)C1CCN(CC1)C(=O)C1=CC(=C2C=C(N=CC2=C1)O)C(=O)N1CCCCC1 (4-(1H-pyrazol-1-yl)piperidin-1-yl)(3-hydroxy-5-(piperidine-1-carbonyl)isoquinolin-7-yl)methanone